5-((4-((5-chloro-4-(5-(cyclopropylmethyl)-1-methyl-1H-pyrazol-4-yl)pyrimidin-2-yl)amino)piperidine-1-yl)methyl)-2-(2,6-dioxopiperidin-3-yl)-6-fluoroisoindoline-1,3-dione ClC=1C(=NC(=NC1)NC1CCN(CC1)CC=1C=C2C(N(C(C2=CC1F)=O)C1C(NC(CC1)=O)=O)=O)C=1C=NN(C1CC1CC1)C